FC(C([N+](=O)[O-])F)(F)F 1,1,1,2-tetrafluoro-2-nitroethane